4-((2-chloro-3,6-difluorobenzyl)amino)-2-((1-methyl-1H-pyrazol-4-yl)amino)pyrimidin-5-carboxamide ClC1=C(CNC2=NC(=NC=C2C(=O)N)NC=2C=NN(C2)C)C(=CC=C1F)F